Pyrazine-2-carboxamide bis-formate salt C(=O)O.C(=O)O.N1=C(C=NC=C1)C(=O)N